FC(C1=NC2=C(N1)C=CC=C2OC)F 2-(difluoromethyl)-4-methoxy-1H-benzo[d]imidazole